(acetonitrile) copper (I) [Cu+].C(C)#N